C(#N)C1=CC(=C(COC2=CC=CC(=N2)N2CCC(CC2)C(C)C2=NC3=C(N2C[C@H]2OCC2)C=C(C=C3)C(=O)OC)C=C1)F methyl 2-(1-(1-(6-((4-cyano-2-fluorobenzyl) oxy) pyridin-2-yl) piperidin-4-yl) ethyl)-1-(((S)-oxetan-2-yl) methyl)-1H-benzo[d]imidazole-6-carboxylate